(±)-3-(5-chloro-2-hydroxyphenyl)-4,6-dichloro-1,3-dihydro-3-hydroxy-2H-indol-2-one ClC=1C=CC(=C(C1)[C@@]1(C(NC2=CC(=CC(=C12)Cl)Cl)=O)O)O |r|